[1-(2,6-dioxo-3-piperidyl)-3-methyl-2-oxo-benzimidazol-4-yl]Hexaldehyde O=C1NC(CCC1N1C(N(C2=C1C=CC=C2C(C=O)CCCC)C)=O)=O